N1C=C(C2=CC=CC=C12)C1=NC2=CC(=C(C=C2C(=N1)N1CCCCC1)OC)OCCCN1CCCC1 2-(1H-indol-3-yl)-6-methoxy-4-(piperidin-1-yl)-7-(3-(pyrrolidin-1-yl)propoxy)quinazoline